CN1N=NC2=C1C=CC(=C2C)C(C(C(=O)[O-])(C)C)C2=CC(=C(C=C2)C)CN2C[C@H](OC1=C(C=C3C=NNC3=C1)C2)CC 3-(1,4-dimethyl-1H-benzo[d][1,2,3]triazol-5-yl)-3-(3-(((R)-8-ethyl-1,5,7,8-tetrahydro-6H-[1,4]oxazepino[6,7-f]indazol-6-yl) methyl)-4-methylphenyl)-2,2-dimethylpropionate